C(#N)C1=CC(=CC=2N=C(OC21)C=2C(=C(C=CC2)C2=C(C(=CC=C2)C=2SC=1CN(CCC1N2)CCO)C)C)CN2C[C@@H](CC2)C(=O)O (R)-1-((7-cyano-2-(3'-(5-(2-hydroxyethyl)-4,5,6,7-tetrahydrothiazolo[5,4-c]pyridin-2-yl)-2,2'-dimethyl-[1,1'-biphenyl]-3-yl)benzo[d]oxazol-5-yl)methyl)pyrrolidine-3-carboxylic acid